(1R,3R,4R)-4-bromo-3-((tert-butyldimethylsilyl)oxy)cyclohexanecarboxylic acid Br[C@H]1[C@@H](C[C@@H](CC1)C(=O)O)O[Si](C)(C)C(C)(C)C